C(C1=CC=CC=C1)OC1=NC(=CC=C1C1=NN(C2=C(C=CC=C12)N[C@@H]1[C@H](CC2(CN(C2)C(=O)OC(C)(C)C)CC1)C)C)OCC1=CC=CC=C1 tert-butyl (6s,7s)-7-((3-(2,6-bis(benzyloxy) pyridin-3-yl)-1-methyl-1H-indazol-7-yl) amino)-6-methyl-2-azaspiro[3.5]nonane-2-carboxylate